C(C)OCCNC(=O)C1CN(C1)C1=CC(=C2C(C(=CN(C2=N1)C1=NC(=NS1)C1=CNC(C=C1)=O)C(=O)O)=O)C 7-{3-[(2-ethoxyethyl)carbamoyl]azetidin-1-yl}-5-methyl-4-oxo-1-[3-(6-oxo-1,6-dihydropyridin-3-yl)-1,2,4-thiadiazol-5-yl]-1,4-dihydro-1,8-naphthyridine-3-carboxylic acid